C(C)(C)(C)OC(=O)N1C(C[C@@H](CC1)C(NOCC=C)=O)(C)C |r| rac-4-(allyloxycarbamoyl)-2,2-dimethyl-piperidine-1-carboxylic acid tert-butyl ester